C(C=C)(=O)C1=C(C=CC=C1)SC1=C(C=CC=C1)C(C=C)=O bis(2-propenoyl-phenyl) sulfide